isopropyl ((((1R,3R,4R,5R)-3-(6-amino-9H-purin-9-yl)-4-fluoro-5-hydroxy-2-methylenecyclopentyl)methoxy)(phenoxy)phosphoryl)-L-alaninate NC1=C2N=CN(C2=NC=N1)[C@@H]1C([C@@H]([C@H]([C@@H]1F)O)COP(=O)(OC1=CC=CC=C1)N[C@@H](C)C(=O)OC(C)C)=C